C1=CC(=CC=C1CC2=CC=C(C=C2)F)F 4,4'-difluorodiphenylamine